CN(C1=CC=CC=C1)C(C1=CC=CC=C1)P(OC)(OC)=O dimethyl ((methyl(phenyl)amino)(phenyl)methyl)phosphonate